N1=C(C=CC=C1)C1=CC=C2C(=N1)N=C(N2)C(F)(F)F 2-pyridyl-2-(trifluoromethyl)imidazo[4,5-b]pyridine